methyl (E)-3-(3-(N-((2-chloro-4-(1-methyl-1H-indazol-5-yl)phenyl)methyl-d)cyclohexanecarboxamido)-5-fluorophenyl)acrylate ClC1=C(C=CC(=C1)C=1C=C2C=NN(C2=CC1)C)C(N(C(=O)C1CCCCC1)C=1C=C(C=C(C1)F)/C=C/C(=O)OC)[2H]